C1(CC1)C1=C2C(=NC=C1N)SC(=N2)C 7-cyclopropyl-2-methylthiazolo[5,4-b]pyridin-6-amine